C(CCCC\C=C/CC)=O cis-6-nonenal